COC=1C=C2CN(CC2=CC1)C1=NC=CC(=N1)C1=NC=CC(=N1)C#CC=1C=C2CNC(C2=CC1)=O 5-((2'-(5-Methoxyisoindolin-2-yl)-[2,4'-bipyrimidin]-4-yl)ethynyl)isoindolin-1-one